(3,3''-diethynyl-[1,1':3',1''-terphenyl]-2'-yl)trimethylsilane C(#C)C=1C=C(C=CC1)C1=C(C(=CC=C1)C1=CC(=CC=C1)C#C)[Si](C)(C)C